1,3-Diisocyanato-2-methylcyclohexan N(=C=O)C1C(C(CCC1)N=C=O)C